C1(=CC=CC2=CC=CC=C12)S(=O)(=O)O.SCCCCCCS 1,6-dimercaptohexane NAPHTHALENESULFONATE